[Cl-].[Na+].CN(C)CC=1N=C(SC1)NC(=O)C1=C(OC(=C1)C1=CC(=CC=C1)C(F)(F)F)C N-(4-((dimethylamino)methyl)thiazol-2-yl)-2-methyl-5-(3-(trifluoromethyl)phenyl)furan-3-carboxamide sodium chloride